C(C)(C)(C)C1N2C(C=3N(N=C4C(=CC=CC34)OCCO)C1)=CC(C(=C2)C(=O)O)=O 6-(tert-butyl)-10-(2-hydroxyethoxy)-2-oxo-6,7-dihydro-2H-pyrido[2',1':3,4]pyrazino[1,2-b]indazole-3-carboxylic acid